diformylfuran-dimethylamine C(=O)C1=C(C(=C(O1)CN)CN)C=O